[PH2](=O)[O-].[Na+].C(C(C(CC(=O)O)C(=O)O)C(=O)O)C(=O)O (1,2,3,4-butanetetracarboxylic acid) sodium hypophosphite